ClC=1C2=CN(N=C2C=CC1SC=1N=CC(=NC1)N1CCC(CC1)(C)NC(OC(C)(C)C)=O)C tert-butyl (1-(5-((4-chloro-2-methyl-2H-indazol-5-yl)thio)pyrazin-2-yl)-4-methylpiperidin-4-yl)carbamate